C(C)[C@]1(C(NCCC1)=O)C=1OC(=NN1)C=1C(=NC=CC1)NC1=CC=C(C=C1)C(F)(F)F (3R)-3-Ethyl-3-[5-[2-[4-(trifluoromethyl)anilino]-3-pyridinyl]-1,3,4-oxadiazol-2-yl]piperidin-2-one